[Cl-].C[N+]1(CC2=CC=CC=C2C1)C 2,2-dimethyl-2,3-dihydro-1H-isoindolium chloride